COCCOC=1C=C(CN(C=2OC=C(N2)C(=O)OCC)CC2=CC(=CC=C2)OCCOC)C=CC1 ethyl 2-(bis(3-(2-methoxyethoxy)benzyl)amino)oxazole-4-carboxylate